3-{4-amino-6-[(2,2-difluoroethyl)amino]pyrido[3,4-d]pyrimidin-8-yl}-2,4-dimethylphenol NC=1C2=C(N=CN1)C(=NC(=C2)NCC(F)F)C=2C(=C(C=CC2C)O)C